trifluoromethyl-tetrahydropyrrolespirooxindole FC(F)(F)N1C(C2(C3=CC=CC=C13)NCCC2)=O